C(C)(C)(C)C1CCN(CC1)C(=O)C1(CC1)NC=1OC=C(N1)C#N 2-((1-(4-(tert-butyl)piperidine-1-carbonyl)cyclopropyl)amino)oxazole-4-carbonitrile